COC1=NC=C(C2=C1N=C(S2)NC(=O)N2CCC1(CC(NC1)=O)CC2)C=2C=NN(C2)C 3-Oxo-2,8-diaza-spiro[4.5]decane-8-carboxylic acid [4-methoxy-7-(1-methyl-1H-pyrazol-4-yl)-thiazolo[4,5-c]pyridin-2-yl]-amide